(E)-1-(4-(1-((t-butyldimethylsilyl)oxy)prop-1-en-1-yl)-2-cyclopropylphenyl)-4-methylpiperazine [Si](C)(C)(C(C)(C)C)O\C(=C\C)\C1=CC(=C(C=C1)N1CCN(CC1)C)C1CC1